CN(P([O-])=O)C N,N-Dimethylphosphonoamidate